C(C)(C)(C)OC(=O)N1CC(CC1)O 1-(t-butoxycarbonyl)-3-pyrrolidinol